C1N(CCC2=CC=CC=C12)[C@H]1[C@@H](CN(CC1)C1=NC=NC(=C1)NC1=CC(=CC=C1)N1CCOCC1)O trans-4-(3,4-dihydroisoquinolin-2(1H)-yl)-1-(6-((3-morpholinylphenyl)amino)pyrimidin-4-yl)piperidin-3-ol